C(C)(C)(C)OC(=O)N1[C@@H]([C@H](C1)OC=1C=CC(=NC1F)C(=O)O)C 5-{[(2R,3S)-1-(tert-butoxycarbonyl)-2-methylazetidin-3-yl]oxy}-6-fluoropyridine-2-carboxylic acid